[2,3-dichloro-6-(prop-2-en-1-yloxy)phenyl](3-methylpyridin-4-yl)methanol ClC1=C(C(=CC=C1Cl)OCC=C)C(O)C1=C(C=NC=C1)C